C(C=C)(=O)N1CC2(CCC2)CCC1 6-propenoyl-6-azaspiro[3.5]nonane